FC1(CC(C1)C(=O)N1CC[C@@H](C1)F)F (3R,4S)-1-(3,3-difluorocyclobutanecarbonyl)-4-fluoropyrrolidin